vinyl-carboxylic acid ammonium salt [NH4+].C(=C)C(=O)[O-]